6-amino-7-(3-methoxy-2,6-dimethylphenyl)-2-(trifluoromethyl)-7H-pyrrolo[2,3-d]pyrimidine-5-carboxamide NC1=C(C2=C(N=C(N=C2)C(F)(F)F)N1C1=C(C(=CC=C1C)OC)C)C(=O)N